tert-butyl (3S)-3-((4-(6-(2-oxo-5-azabicyclo[2.2.2]octan-5-yl)-1-(benzenesulfonyl)-1H-pyrrolo[2,3-b]pyridin-3-yl)-5-(trifluoromethyl)pyrimidin-2-yl)amino)piperidine-1-carboxylate O=C1C2CN(C(C1)CC2)C2=CC=C1C(=N2)N(C=C1C1=NC(=NC=C1C(F)(F)F)N[C@@H]1CN(CCC1)C(=O)OC(C)(C)C)S(=O)(=O)C1=CC=CC=C1